COC=1C=C(C=CC1OC)C1=CC=NC=2N1N=C(C2)C(=O)N2C[C@@H](N(CC2)C(C2=CC=C(C=C2)OC)=O)C (S)-(7-(3,4-dimethoxyphenyl)pyrazolo[1,5-a]pyrimidin-2-yl)(4-(4-methoxybenzoyl)-3-methylpiperazin-1-yl)methanone